(3S,5Z,8S,9S,11E)-3,4,9,10-tetrahydro-8,9,16-trihydroxy-14-methoxy-3-methyl-1H-2-benzoxacyclotetradecin-1,7(8H)-dione O[C@@H]1C(\C=C/C[C@@H](OC(C2=C(/C=C/C[C@@H]1O)C=C(C=C2O)OC)=O)C)=O